C12(CC3CC(CC(C1)C3)C2)CNC(C(=O)NC2=CNC3=NC=C(C=C32)F)=O N1-(adamantan-1-ylmethyl)-N2-(5-fluoro-1H-pyrrolo[2,3-b]pyridin-3-yl)oxalamide